[(1S,2S,4R)-4-[4-[[(1S)-2,3-dihydro-1H-inden-1-yl]amino]pyrrolo[2,3-d]pyrimidin-7-yl]-2-hydroxycyclopentyl]methyl sulfamate S(N)(OC[C@H]1[C@H](C[C@@H](C1)N1C=CC2=C1N=CN=C2N[C@H]2CCC1=CC=CC=C21)O)(=O)=O